C(C)(C)(C)[Si](C)(C)C#C (tert-butyl)(ethynyl)dimethylsilane